(S)-methyl 1-(2-(benzyloxy) ethyl)-4-methyl-5-(2-(trifluoromethyl) phenyl)-1H-pyrrole-3-carboxylate C(C1=CC=CC=C1)OCCN1C=C(C(=C1C1=C(C=CC=C1)C(F)(F)F)C)C(=O)OC